4-(tert-pentyl)cyclohexanone C(C)(C)(CC)C1CCC(CC1)=O